(4-(azidomethyl)oxazol-2-yl)-2-(difluoromethoxy)phenol N(=[N+]=[N-])CC=1N=C(OC1)C=1C(=C(C=CC1)O)OC(F)F